N-cyclopropyl-4-(2,2-difluoro-7-((5-methoxy-7-methyl-1H-indol-4-yl)methyl)-7-azaspiro[3.5]nonan-6-yl)benzamide C1(CC1)NC(C1=CC=C(C=C1)C1CC2(CC(C2)(F)F)CCN1CC1=C2C=CNC2=C(C=C1OC)C)=O